FC1=C(C=CC(=C1)F)S(=O)(=O)NC=1C(=NC=C(C1)C=1C=C2C(=NC=NC2=CC1)N1[C@H](CNCC1)C)OC (S)-2,4-difluoro-N-(2-methoxy-5-(4-(2-methylpiperazin-1-yl)quinazolin-6-yl)pyridin-3-yl)benzenesulfonamide